BrC=1C2=CN(N=C2C=CC1)CC(=O)OC(C)(C)C tert-butyl 2-(4-bromoindazol-2-yl)acetate